ethyl 4-(2,6-dichloro-4-(2,4-difluorophenyl) pyridin-3-yl)-2-hydroxy-3-methylbutyrate ClC1=NC(=CC(=C1CC(C(C(=O)OCC)O)C)C1=C(C=C(C=C1)F)F)Cl